C12NCC(C(C1)OC1CCN(CC1)CC(=O)N1CCN(CC1)C(=O)C=1C=C(C=CC1F)CC1=NNC(C3=CC=CC=C13)=O)C2 4-[[3-[4-[2-[4-(2-azabicyclo[2.2.1]heptan-5-yloxy)-1-piperidyl]acetyl]piperazine-1-carbonyl]-4-fluoro-phenyl]methyl]-2H-phthalazin-1-one